5-acetyl-3-(6-(3-methoxyoxetan-3-yl)pyridin-3-yl)-7-methylquinoline-2-carbonitrile C(C)(=O)C1=C2C=C(C(=NC2=CC(=C1)C)C#N)C=1C=NC(=CC1)C1(COC1)OC